N1=C(N=CC=C1)C1=NN=C(O1)C(=O)N1[C@H](C2=C(CC1)NC=N2)C2=NN1C(C(=CC=C1)C(F)(F)F)=C2 (R)-(5-(pyrimidin-2-yl)-1,3,4-oxadiazol-2-yl)(4-(4-(trifluoromethyl)pyrazolo[1,5-a]pyridin-2-yl)-6,7-dihydro-1H-imidazo[4,5-c]pyridin-5(4H)-yl)methanone